[N+](=O)([O-])C1=C(C=C(C=C1)NCC1=CC(=CC=C1)C(F)(F)F)N 4-Nitro-N1-(3-(trifluoromethyl)benzyl)benzene-1,3-diamine